ethyl-(2,4,6-trimethylbenzoyl)-phenyl phosphinate [PH2](OC1=C(C(=CC=C1)CC)C(C1=C(C=C(C=C1C)C)C)=O)=O